(Z)-6-((2-aminomethyl-3-fluoroallyl)oxy)-4,4-dimethyl-3,4-dihydroisoquinolin-1(2H)-one trifluoroacetate FC(C(=O)O)(F)F.NC/C(/COC=1C=C2C(CNC(C2=CC1)=O)(C)C)=C/F